(S*)-4-((1-(1-cyanoethyl)-7-methoxy-1H-indazol-6-yl)amino)-6-(cyclopropanecarboxamido)-N-(methyl-d3)nicotinamide phenyl-(3-(difluoromethyl)bicyclo[1.1.1]pentan-1-yl)carbamate C1(=CC=CC=C1)N(C(O)=O)C12CC(C1)(C2)C(F)F.C(#N)[C@H](C)N2N=CC1=CC=C(C(=C21)OC)NC2=CC(=NC=C2C(=O)NC([2H])([2H])[2H])NC(=O)C2CC2 |o1:20|